amino-2-(4-cyano-1H-pyrazol-1-yl)benzenesulfonamide NC=1C(=C(C=CC1)S(=O)(=O)N)N1N=CC(=C1)C#N